2,5-dimethoxy-N-tert-butylbenzoyl-amide COC1=C(C(=O)[N-]C(C)(C)C)C=C(C=C1)OC